C1(CCC1)NC(=O)C=1C=NN(C1)CC=1SC(=CC1)C1=NOC(=N1)C(F)(F)F N-cyclobutyl-1-[[5-[5-(trifluoromethyl)-1,2,4-oxadiazol-3-yl]-2-thienyl]methyl]pyrazole-4-carboxamide